1-[[[[[3-[[(1,1-dimethylethoxy)carbonyl]amino]-2-methylpropyl]amino]carbonyl]oxy]methyl]-4-[[ethyl(3-hydroxy-1-oxo-2-phenylpropyl)amino]methyl]pyridinium chloride [Cl-].CC(C)(OC(=O)NCC(CNC(=O)OC[N+]1=CC=C(C=C1)CN(C(C(CO)C1=CC=CC=C1)=O)CC)C)C